ClCC\C=C/CCCCCCCCCCC(OCC)OCC (3Z)-1-chloro-15,15-diethoxy-3-pentadecene